CC(C)(C)C1=CC=C(C=C1)NC=1C(=CC=CC1)C1=CC=CC=C1 N-[4-(1,1-Dimethylethyl)phenyl][1,1'-biphenyl]-2-amine